FC1(CC=2N(C[C@H]1NS(=O)(=O)C)C(N(C2)C2=NOC1=C2C(=C(C=C1)F)C1=C(C=C(C=C1F)F)F)=O)F |o1:6| N-{(6R*)-7,7-difluoro-2-[5-fluoro-4-(2,4,6-trifluorophenyl)-1,2-benzoxazol-3-yl]-3-oxo-2,3,5,6,7,8-hexahydroimidazo[1,5-a]pyridin-6-yl}methanesulfonamide